C(C)OC(=O)C1=NC2=C(N1)C=CC(=C2)Br 5-bromo-1H-benzo[d]imidazole-2-carboxylic acid ethyl ester